FC1(CC(NCC1)C1=NC(=NC=C1C)C(=O)N)F 4-(4,4-Difluoropiperidin-2-yl)-5-methylpyrimidine-2-carboxamide